[3-(4-aminocinnolin-7-yl)-4-morpholin-4-ylphenyl]boronic acid formic acid salt C(=O)O.NC1=CN=NC2=CC(=CC=C12)C=1C=C(C=CC1N1CCOCC1)B(O)O